(4R)-4-(1,3-benzothiazol-2-yl)-4-deuterio-6,7-dihydro-1H-imidazo[4,5-c]pyridin S1C(=NC2=C1C=CC=C2)[C@@]2(NCCC1=C2N=CN1)[2H]